O=C1N(C(C2=CC=CC=C12)CC1=C(C#N)C=CC=N1)CC1=CC2=C(NC(O2)=O)C=C1 2-((3-oxo-2-((2-oxo-2,3-dihydrobenzo[d]oxazol-6-yl)methyl)isoindolin-1-yl)methyl)nicotinonitrile